FC=1C(=C(C=CC1F)[C@H]1[C@H](O[C@@]([C@H]1C)(C(F)(F)F)C)C(=O)NC1=CC(=NC=C1C)C(=O)N)OC 4-[[(2S,3s,4s,5s)-3-(3,4-difluoro-2-methoxy-phenyl)-4,5-dimethyl-5-(trifluoromethyl)tetrahydrofuran-2-carbonyl]amino]-5-methyl-pyridine-2-carboxamide